[Cl-].[PH4+].[PH4+].[Cl-] bis-phosphonium chloride